trans-Pinene hydrate CC1(C2CCC(C1C2)(C)O)C